CN1C2(CCC3(OCCO3)CC2)CNCC1 9-methyl-1,4-dioxa-9,12-diazadispiro[4.2.58.25]pentadecane